7-dimethylamino-2-methyl-5-phenylphenazine sulfate S(=O)(=O)(O)O.CN(C=1C=C2N(C=3C=CC(=CC3NC2=CC1)C)C1=CC=CC=C1)C